C1(CCC(N1OC(=O)C1=CC=C(C(SS(C2=NC=CC=C2)C2=NC=CC=C2)C)C=C1)=O)=O 4-succinimidooxycarbonyl-alpha-methyl-alpha-(2-pyridyl-(pyridyl)-dithio)-toluene